FC(C(=O)O)(F)F.C(C)C=1C(NC=2C=C3C(=NC2C1)OCC[C@H]1N(C3)CCNC1)=O (R)-10-ethyl-2,3,4,4a,5,6-hexahydro-1H,12H-pyrazino[1',2':5,6][1,5]oxazocino[2,3-b][1,5]naphthyridin-11(14H)-one 2,2,2-trifluoroacetate